ethyl 2-(2-((5-(3-(aminomethyl)phenyl)-1-phenyl-1H-indazol-3-yl)methoxy)phenyl)acetate NCC=1C=C(C=CC1)C=1C=C2C(=NN(C2=CC1)C1=CC=CC=C1)COC1=C(C=CC=C1)CC(=O)OCC